3-(2-oxo-2,3-dihydro-1H-benzo[d]imidazol-1-yl)-azetidine-1-carboxylic acid tert-butyl ester C(C)(C)(C)OC(=O)N1CC(C1)N1C(NC2=C1C=CC=C2)=O